C(C)(=O)NC1=C(C(=O)NC2=CC=C(C=C2)Cl)C=CC=C1 2-acetamido-N-(4-chlorophenyl)benzamide